CC(=CCCC(C)O)C 6-METHYLHEPT-5-en-2-ol